(S)-2-(4-fluorophenyl)hexahydroimidazo[1,5-a]pyrazin-3(2H)-one trifluoroacetate salt FC(C(=O)O)(F)F.FC1=CC=C(C=C1)N1C(N2[C@@H](CNCC2)C1)=O